(R)-diphenylphosphine C1(=CC=CC=C1)PC1=CC=CC=C1